C(C)(C)(C)OOC(C)(C#CC(C)(C)OOC(C)(C)C)C 2,5-bis(tert-butyl-peroxy)-2,5-dimethyl-3-hexyne